2-((((9H-Fluoren-9-yl)methoxy)carbonyl)(methyl)amino)-4-(4-methylpyridin-3-yl)butanoic acid C1=CC=CC=2C3=CC=CC=C3C(C12)COC(=O)N(C(C(=O)O)CCC=1C=NC=CC1C)C